C1=CC=CC=2C3=CC=CC=C3C(C12)COC(NCC1=C(C(=CC(=C1)C1=CC(=NC=C1)Cl)Cl)SC1=NC=CC=C1CO)=O N-{[3-chloro-5-(2-chloropyridin-4-yl)-2-{[3-(hydroxymethyl)pyridin-2-yl]Sulfanyl}phenyl]Methyl}carbamic acid 9H-fluoren-9-ylmethyl ester